4-((R)-2-azidopent-2-yl)-6-chloro-1-(((R)-4-(methylsulfonyl)butan-2-yl)oxy)-2,7-naphthyridine N(=[N+]=[N-])[C@](C)(CCC)C1=CN=C(C2=CN=C(C=C12)Cl)O[C@H](C)CCS(=O)(=O)C